6-(4-methylpiperazine-1-yl)-1-benzothiophene-2-carboxylic acid ethyl ester C(C)OC(=O)C=1SC2=C(C1)C=CC(=C2)N2CCN(CC2)C